FC=1C=NC(=NC1)C=1C(=NC(=CC1)C)C(=O)O 3-(5-fluoropyrimidin-2-yl)-6-methylpyridine-2-carboxylic acid